ethyl 2-[6-[8-[(2-methylpropan-2-yl)oxycarbonylamino]-2-oxo-1-oxa-3-azaspiro[4.5]decan-3-yl]-2-nitropyridin-3-yl]oxyacetate CC(C)(C)OC(=O)NC1CCC2(CN(C(O2)=O)C2=CC=C(C(=N2)[N+](=O)[O-])OCC(=O)OCC)CC1